C1(=CC=CC=C1)N1C(=O)C2(C3(C=CC(C2C1=O)C3)C)CC=C N-phenyl-allyl-(methyl)bicyclo[2.2.1]hept-5-ene-2,3-dicarboximide